2-chloro-3-(5-methylthiazol-2-yl)-5-(((R)-morpholin-2-yl)methoxy)-N-((R)-1-(2-(trifluoromethyl)pyrimidin-5-yl)ethyl)benzyl-Amide ClC1=C(C[N-][C@H](C)C=2C=NC(=NC2)C(F)(F)F)C=C(C=C1C=1SC(=CN1)C)OC[C@H]1CNCCO1